C(C)C=1C(=C(C(=O)[O-])C=C(C1)[N+](=O)[O-])C(C)C#N ethyl-(1-cyanoethyl)-5-nitrobenzoate